4-(((1-cyanocyclopropyl)methyl)amino)-3-nitrobenzonitrile C(#N)C1(CC1)CNC1=C(C=C(C#N)C=C1)[N+](=O)[O-]